FC(C)(F)C1=NC(=CC(=N1)N1N=C(C=2C=NC(=CC21)NC(CC)=O)N2CC1N(C(C2)C1)CC)C N-(1-(2-(1,1-difluoroethyl)-6-methylpyrimidin-4-yl)-3-(6-ethyl-3,6-diazabicyclo[3.1.1]hept-3-yl)-1H-pyrazolo[4,3-c]pyridin-6-yl)propionamide